1-[6-(2-hydroxy-4,6-dimethyl-phenyl)pyridazin-3-yl]piperidine-4-carbonitrile OC1=C(C(=CC(=C1)C)C)C1=CC=C(N=N1)N1CCC(CC1)C#N